ClC=1C(=CC(=C(C1)S(=O)(=O)NC=1SC=CN1)F)N1C[C@@H](CC1)N(C)C (R)-5-chloro-4-(3-(dimethylamino)pyrrolidin-1-yl)-2-fluoro-N-(thiazol-2-yl)benzenesulfonamide